ClC1=CC=C(CN2C(N(C(N=C2SCC)=O)C[C@H]2[C@@H](C2)C(=O)OC)=O)C=C1 |r| methyl (±)-trans-2-((3-(4-chlorobenzyl)-4-ethylthio-2,6-dioxo-3,6-dihydro-1,3,5-triazin-1(2H)-yl)methyl)cyclopropan-1-carboxylate